2-benzimidazoleacrylonitrile N1=C(NC2=C1C=CC=C2)C=CC#N